2-deuteromethoxybenzonitrile [2H]COC1=C(C#N)C=CC=C1